CC1=CC=2N(N=C1N1CC=3C=C(C=NC3CC1)C(F)(F)F)C=NC2 6-(3-methylimidazo[1,5-b]pyridazin-2-yl)-3-(trifluoromethyl)-5,6,7,8-tetrahydro-1,6-naphthyridine